tert-Butyl 3-(6-(hydroxymethyl)pyridin-2-yl)piperidine-1-carboxylate OCC1=CC=CC(=N1)C1CN(CCC1)C(=O)OC(C)(C)C